NC=1C=2N(C3=CC(=CC=C3N1)C(=O)N(CC1=NC=C(C=C1)C(F)(F)F)C1CC1)C=NN2 4-amino-N-cyclopropyl-N-((5-(trifluoromethyl)pyridin-2-yl)methyl)-[1,2,4]triazolo[4,3-a]quinoxaline-8-formamide